C(C(C)C)C1=C(N=C2N1N=CC(=C2C(C)C)C(=O)OCC)C ethyl 3-isobutyl-8-isopropyl-2-methylimidazo[1,2-b]pyridazine-7-carboxylate